COC1=NC=CC(=C1)C1=NC(=CC(=C1)C)N 2'-methoxy-4-methyl-[2,4'-bipyridin]-6-amine